(3R)-1-(4-((4-(6-(3-azabicyclo[3.1.0]hexan-3-yl)pyrazin-2-yl)-1H-1,2,3-triazol-1-yl)methyl)phenyl)-N-(cyclobutylmethyl)piperidin-3-amine C12CN(CC2C1)C1=CN=CC(=N1)C=1N=NN(C1)CC1=CC=C(C=C1)N1C[C@@H](CCC1)NCC1CCC1